FC1=C(CC2=C3N(C=C(N2)C2=CC=CC=C2)C(C(=N3)CC=3OC(=CC3)CC)=O)C(=CC=C1)F 8-(2,6-difluorobenzyl)-2-((5-ethylfuran-2-yl)methyl)-6-phenylimidazo[1,2-a]pyrazin-3(7H)-one